ditaurine sodium [Na].NCCS(=O)(=O)O.NCCS(=O)(=O)O